Dioxolen-5-yl-N,N-diphenyl-2-propenamide O1OC=CC1C(C(=O)N(C1=CC=CC=C1)C1=CC=CC=C1)=C